N[C@H]1[C@@H]2N(C[C@H]1CC2)C(=O)C2=CC=1N(C(=C2)OC)C(=C(N1)C1=CC=2C(=NC(=CC2)N(S(=O)(=O)C)C)N1C)C N-[2-[7-[(1R,4R,7R)-7-amino-2-azabicyclo[2.2.1]heptane-2-carbonyl]-5-methoxy-3-methyl-imidazo[1,2-a]pyridin-2-yl]-1-methyl-pyrrolo[2,3-b]pyridin-6-yl]-N-methyl-methanesulfonamide